COC=1C=C(C=CC1OC)C(C(=O)NC1=CC=C(C=C1)F)(F)F (3,4-dimethoxyphenyl)-2,2-difluoro-N-(4-fluorophenyl)acetamide